BrC1=CC(=NC=C1)NC1CCN(CC1)S(=O)(=O)N(C)C 4-((4-bromopyridin-2-yl)amino)-N,N-dimethylpiperidin-1-sulfonamide